Ethyl 2-(1,3-dimethylimidazolin-4-yl)-4-methylthiazole-5-carboxylate CN1CN(C(C1)C=1SC(=C(N1)C)C(=O)OCC)C